COC1=C(C=C(C(=C1)CC(=C)C)OC)CC(CC)N1C(C2=CC=CC=C2C1=O)=O 2-(1-(2,5-dimethoxy-4-(2-methylallyl)phenyl)butan-2-yl)isoindoline-1,3-dione